C(C)C1=C(N=C2N1C=CC(=C2)C(=O)NCC2=CC=C(C=C2)S(=O)(=O)CC)C(=O)N2C(CCCC2)C(F)(F)F 3-ethyl-N-(4-(ethylsulfonyl)benzyl)-2-(2-(trifluoromethyl)piperidine-1-carbonyl)imidazo[1,2-a]pyridine-7-carboxamide